OC=1C=C(C=C(C(=O)OCC)C#N)C=CC1O ethyl 3,4-dihydroxybenzylidenecyanoacetate